C12CN(CC2C1)C1=CC=C(N=N1)CN1C(C(N(CC1)C1CCCC1)=O)=O 1-((6-(3-azabicyclo[3.1.0]hexan-3-yl)pyridazin-3-yl)methyl)-4-cyclopentylpiperazine-2,3-dione